Benzyl N-[1-(2-cyano-5-isobutyl-phenyl)azetidin-3-yl]carbamate C(#N)C1=C(C=C(C=C1)CC(C)C)N1CC(C1)NC(OCC1=CC=CC=C1)=O